FC(C1=CC=C(C=N1)OC=1C(=NC=CN1)C1CN(C1)CC(C(=O)O)=C)(F)F 2-((3-(3-((6-(trifluoromethyl)pyridin-3-yl)oxy)pyrazin-2-yl)azetidin-1-yl)methyl)acrylic acid